3-(1-oxo-5-(((S)-pyrrolidin-3-yl)-methyl)isoindolin-2-yl)piperidine-2,6-dione hydrochloride Cl.O=C1N(CC2=CC(=CC=C12)C[C@@H]1CNCC1)C1C(NC(CC1)=O)=O